C(C)C(CC)CC(CC)CC 3,5-DIETHYL-HEPTANE